Methyl (S)-5-(4-amino-2-(2H-tetrazol-5-yl)benzamido)-2-(4-(N-((2,4-diaminopteridin-6-yl) methyl)formamido)benzamido)pentanoate NC1=CC(=C(C(=O)NCCC[C@@H](C(=O)OC)NC(C2=CC=C(C=C2)N(C=O)CC=2N=C3C(=NC(=NC3=NC2)N)N)=O)C=C1)C=1N=NNN1